CN1N=CN=C1C1=C(C=CC=C1)C(=O)N1CC2C(C1)CN(C2)C(=O)OC(C)(C)C tert-Butyl 5-{[2-(1-methyl-1H-1,2,4-triazol-5-yl)phenyl]carbonyl}hexahydropyrrolo[3,4-c]pyrrole-2(1H)-carboxylate